3-chloro-4-[[1,2,4]triazolo[1,5-a]pyridin-7-yloxy]aniline ClC=1C=C(N)C=CC1OC1=CC=2N(C=C1)N=CN2